(3-(benzo[d][1,3]dioxol-5-yl)-1H-pyrazol-5-yl)-N5-(1-methylpiperidin-4-yl)pyridine-2,5-diamine O1COC2=C1C=CC(=C2)C2=NNC(=C2)C=2C(=NC=C(C2)NC2CCN(CC2)C)N